(2-(2-(2-methoxyethoxy)ethoxy)ethyl) chloroiodophosphate P(=O)(OCCOCCOCCOC)(I)Cl